(5S)-9,9-dimethyl-8-oxo-2-[5-(trifluoromethyl)pyridazine-3-carbonyl]-2-azaspiro[4.5]dec-6-ene-7-carbonitrile CC1(C(C(=C[C@@]2(CCN(C2)C(=O)C=2N=NC=C(C2)C(F)(F)F)C1)C#N)=O)C